C(C)C(COCC(=O)N)(COCC(=O)N)CCCC 5-ethyl-5-butyl-3,7-dioxanonanediamide